4-(7-Cyclopentylthieno[3,2-b]pyridin-2-yl)-N-[5-[(4-ethylpiperazin-1-yl)methyl]pyridin-2-yl]-5-fluoropyrimidin-2-amine C1(CCCC1)C1=C2C(=NC=C1)C=C(S2)C2=NC(=NC=C2F)NC2=NC=C(C=C2)CN2CCN(CC2)CC